O[C@@H]1[C@H](CCCCC1)NC(=O)C1=CC(=CC=2OCOC21)CC=2C=NC(=CC2)C2=NN(C=C2)C N-[(1S,2S)-2-hydroxycycloheptyl]-6-[[6-(1-methylpyrazol-3-yl)-3-pyridyl]methyl]-1,3-benzodioxole-4-carboxamide